O=C(C(=O)NC=1C2=C(C=NC1)C=NN2)N2[C@H](CC[C@@H](C2)C)C=2C=CC1=CN(N=C1C2)[C@@H]2[C@@H](CN(CC2)C)C |r| oxo-N-(1H-pyrazolo[4,3-c]pyridin-7-yl)-2-[rac-(2R,5S)-5-methyl-2-[2-[rac-(3R,4S)-1,3-dimethyl-4-piperidyl]indazol-6-yl]-1-piperidyl]acetamide